(R)-5-{3-fluoro-4-[4-(6-methylbenzoxazol-2-yl)piperidine-1-carbonyl]phenyl}-5-methylimidazolidine-2,4-dione FC=1C=C(C=CC1C(=O)N1CCC(CC1)C=1OC2=C(N1)C=CC(=C2)C)[C@@]2(C(NC(N2)=O)=O)C